NC1=CC(=C(C=N1)SC=1C=2N(C(=NC1)N1CCC3(CCC[C@H]3N)CC1)C=CN2)C(F)(F)F (R)-8-(8-((6-amino-4-(trifluoromethyl)pyridin-3-yl)thio)imidazo[1,2-c]pyrimidin-5-yl)-8-azaspiro[4.5]decan-1-amine